[C@H]12CC(C[C@H](CC1)N2)C=2OC(=NN2)[C@@]21CN(C[C@]1(C2)C(F)(F)F)C2=C1C=CC=NC1=C(C=C2)C(F)(F)F 2-((1R,3S,5S)-8-azabicyclo[3.2.1]octan-3-yl)-5-((1S,5R)-5-(trifluoromethyl)-3-(8-(trifluoromethyl)quinolin-5-yl)-3-azabicyclo[3.1.0]hexan-1-yl)-1,3,4-oxadiazole